NC1=CC=CC(=N1)CN1N=CC2=C(C1=O)N(C1=C2SC=N1)C 6-((6-aminopyridin-2-yl)methyl)-4-methyl-4H-thiazolo[5',4':4,5]pyrrolo[2,3-d]pyridazin-5(6H)-one